ClC=1C=CC(=NC1Cl)C=1CN(CCC1)C(=O)OC(C)(C)C tert-butyl 5,6-dichloro-5',6'-dihydro-[2,3'-bipyridine]-1'(2'H)-carboxylate